N6-(4-((4-amino-2-butyl-1H-imidazo[4,5-d]thieno[3,2-b]pyridin-1-yl)methyl)benzyl)-L-lysine NC1=C2C(=C3C(=N1)C=CS3)N(C(=N2)CCCC)CC2=CC=C(CNCCCC[C@H](N)C(=O)O)C=C2